NC1=C2C(=NC=N1)N(N=C2C=2NC1=CC(=CC=C1C2Cl)C(=O)OC)C(C)C methyl 2-(4-amino-1-isopropyl-pyrazolo[3,4-d]pyrimidin-3-yl)-3-chloro-1H-indole-6-carboxylate